1,2-dimethyl-6-oxo-1,6-dihydropyrimidine-5-carboxylate CN1C(=NC=C(C1=O)C(=O)[O-])C